[N+](=O)([O-])C=1C=C(COC(=O)[C@H]2[C@H](CCCC2)N)C=C(C1)[N+](=O)[O-] (1R,2S)-2-aminocyclohexane-1-carboxylic acid 3,5-dinitrobenzyl ester